(S)-10-((5-chloro-2-((R)-2-(hydroxymethyl)piperazin-1-yl)pyrimidin-4-yl)amino)-2-cyclopropyl-3,3-difluoro-7-methyl-1,2,3,4-tetrahydro-[1,4]oxazepino[2,3-c]quinolin-6(7H)-one ClC=1C(=NC(=NC1)N1[C@H](CNCC1)CO)NC1=CC=2C3=C(C(N(C2C=C1)C)=O)OCC([C@@H](N3)C3CC3)(F)F